O1C(=CC2=C1C=CC=C2)C(=CCC2=C(C=CC=C2)C)C=2OC1=C(C2)C=CC=C1 1-(3,3-bis(benzofuran-2-yl)allyl)-2-methylbenzene